[6-bromo-2-chloro-3-(trifluoromethyl)phenyl]-(3-fluoro-6-methoxy-2-pyridyl)methanol BrC1=CC=C(C(=C1C(O)C1=NC(=CC=C1F)OC)Cl)C(F)(F)F